(R)-2-amino-3-(3-(5-ethylpyrimidin-4-yl)-5-fluorobenzamido)propanoic acid N[C@@H](C(=O)O)CNC(C1=CC(=CC(=C1)F)C1=NC=NC=C1CC)=O